C(CCC(=O)[O-])(=O)O[C@H]1[C@]2(C)[C@@H](CC1)[C@@H]1CC[C@H]3C[C@H](CC[C@]3(C)[C@H]1CC2)O 3β-Hydroxy-5α-androstan-17α-yl succinate